The molecule is conjugate base of (2S)-2-[(R)-1-carboxyethylamino]pentanoic acid. It is a conjugate base of a (2S)-2-[(R)-1-carboxyethylamino]pentanoic acid. It is a tautomer of a (2S)-2-[(R)-1-carboxyethylamino]pentanoate. CCC[C@@H](C(=O)[O-])[NH2+][C@H](C)C(=O)[O-]